CNC(CC=1N=C(N(C1)C1=CC=CC=C1)NC(C1=CC(=CC=C1)C=1C=NN(C1)COCC[Si](C)(C)C)=O)=O N-(4-(2-(methylamino)-2-oxoethyl)-1-phenyl-1H-imidazol-2-yl)-3-(1-((2-(trimethylsilyl)ethoxy)methyl)-1H-pyrazol-4-yl)benzamide